1-(3-cyano-1-isopropyl-1H-indol-5-yl)-1H-pyrazole-4-carboxylic acid methyl ester COC(=O)C=1C=NN(C1)C=1C=C2C(=CN(C2=CC1)C(C)C)C#N